4-(benzyloxycarbonyl)phenylboronic acid C(C1=CC=CC=C1)OC(=O)C1=CC=C(C=C1)B(O)O